ClC1=CC=C(C=C1)C1=CC=C(C=C1)OC 6-(4-chlorophenyl)-3-methoxybenzol